NCCOC1=C(C=C(C=C1C)C1=NC2=CC(=CC(=C2C(N1)=O)OC)OC)C 2-[4-(2-amino-ethoxy)-3,5-dimethyl-phenyl]-5,7-dimethoxy-3H-quinazolin-4-one